(S)-6-(1-amino-1,3-dihydrospiro[indene-2,4'-piperidine]-1'-yl)-3-(7'H-spiro[cyclopropane-1,8'-quinoline]-5'-yl)-1,5-dihydro-4H-pyrazolo[3,4-d]pyrimidin-4-one N[C@@H]1C2=CC=CC=C2CC12CCN(CC2)C=2NC(C1=C(N2)NN=C1C=1C=2C=CC=NC2C2(CC1)CC2)=O